ClC=1C=CC=C2[C@H](CCOC12)NC(=O)NC1=NN(C=C1)C1=CC(=C(C=C1)OC)F (S)-1-(8-chlorochroman-4-yl)-3-(1-(3-fluoro-4-methoxyphenyl)-1H-pyrazol-3-yl)urea